ClC=1C(=CC2=C(N(C(N=C2N2CC(N(CC2C)C(=O)[O-])C)=O)C=2C(=NC=CC2C)C(C)C)N1)F 4-(7-chloro-6-fluoro-1-(2-isopropyl-4-methylpyridin-3-yl)-2-oxo-1,2-dihydropyrido[2,3-d]pyrimidin-4-yl)-2,5-dimethylpiperazine-1-carboxylate